C[C@H]1[C@H]([C@H]([C@@H]([C@@H](O1)O)O)O)O[C@H]2[C@@H]([C@H]([C@@H]([C@H](O2)CO)O)O[C@H]3[C@@H]([C@H]([C@H]([C@H](O3)CO)O)O)O)NC(=O)C The molecule is an aminotrisaccharide consisting of beta-D-galactopyranosyl, 2-acetamido-beta-D-glucopyranosyl and alpha-L-fucopyranosyl residues joined in sequence by (1->3) and (1->4) glycosidic bonds. It is a member of acetamides and an amino trisaccharide. It derives from a beta-D-Galp-(1->3)-beta-D-GlcpNAc.